CN1N=C(C(=C1)NC1=CC(N(C=N1)CC1(CCN(CC1)C(C[C@@H](C)C1=CC=CC=C1)=O)O)=O)C (R)-6-((1,3-dimethyl-1H-pyrazol-4-yl)amino)-3-((4-hydroxy-1-(3-phenylbutanoyl)piperidin-4-yl)methyl)pyrimidin-4(3H)-one